C(C)(C)(C)C1=NC(=C(C(=O)O)C(=C1)CCCCCOC(C1=CC=CC=C1)=O)C=O Tert-butyl-4-(5-(benzoyloxy)pentyl)-2-formylnicotinic acid